N(=[N+]=[N-])C(C)(C)C1=NN(C2=C1N(C=1C2=NC=C(C1)C1=C(N=NN1C)C)C(C1CCOCC1)C1=CC=CC=C1)C (2-azidopropan-2-yl)-6-(1,4-dimethyl-1H-1,2,3-triazol-5-yl)-1-methyl-4-(phenyl-(tetrahydro-2H-pyran-4-yl)methyl)-1,4-dihydropyrazolo[3',4':4,5]pyrrolo[3,2-b]pyridine